diphenylpropenyl diethyl phosphite P(OC=CC(C1=CC=CC=C1)C1=CC=CC=C1)(OCC)OCC